6-fluoro-3-[(2R,3R)-3-(2,4-difluorophenyl)-3-hydroxy-4-(1,2,4-triazol-1-yl)-2-butyl]1,2,3-benzotriazin-4-one FC=1C=CC2=C(C(N(N=N2)[C@H](C)[C@@](CN2N=CN=C2)(O)C2=C(C=C(C=C2)F)F)=O)C1